tert-Butyl 4-(3-methyl-2-oxobutyl)piperazine-1-carboxylate CC(C(CN1CCN(CC1)C(=O)OC(C)(C)C)=O)C